COC(C1=C(C=C2CCCN(C2=N1)C(=O)OC1=CC=CC=C1)CN1C(COCC1)=C=O)OC phenyl 7-(dimethoxymethyl)-6-((3-carbonylmorpholino)methyl)-3,4-dihydro-1,8-naphthyridin-1(2H)-carboxylate